1-(9Z-heptadecenoyl)-2-docosanoyl-glycero-3-phosphocholine CCCCCCCCCCCCCCCCCCCCCC(=O)O[C@H](COC(=O)CCCCCCC/C=C\CCCCCCC)COP(=O)([O-])OCC[N+](C)(C)C